FC1=CC=C(C=C1)C1=CC=C(C=C1)C1N(C(CC1)CNS(=O)(=O)C=1C=2C=CN=CC2C=CC1)C(=O)[O-] 2-(4'-fluoro-[1,1'-biphenyl]-4-yl)-5-((isoquinoline-5-sulfonamido)methyl)pyrrolidine-1-carboxylate